FC1=C(C=CC(=C1)F)[C@@H]1N(CCC1)C1=NC=2N(C=C1)N=CC2C2=CC=CC(=N2)N2CCN(CC2)C2CCN(CC2)CC2=CC=C(C=C2)NC2C(NC(CC2)=O)=O 3-((4-((4-(4-(6-(5-((R)-2-(2,4-difluorophenyl)pyrrolidin-1-yl)pyrazolo[1,5-a]pyrimidin-3-yl)pyridin-2-yl)piperazin-1-yl)piperidin-1-yl)methyl)phenyl)amino)piperidine-2,6-dione